CC1=NN(C=C1C=1SC(=CN1)C1=NC(=NC=C1C(F)(F)F)NC1CCN(CC1)S(=O)(=O)C)CCO 2-[3-methyl-4-[5-[2-[(1-methylsulfonylpiperidin-4-yl)amino]-5-(trifluoromethyl)pyrimidin-4-yl]-1,3-thiazol-2-yl]pyrazol-1-yl]ethanol